(R)-2-amino-5-(4-chlorophenyl)-4-oxo-4,5-dihydrofuran-3-yl-5-d benzenesulfonate C1(=CC=CC=C1)S(=O)(=O)OC1=C(O[C@](C1=O)([2H])C1=CC=C(C=C1)Cl)N